FC1=CC2=CC(=CC=C2C=C1)F 2,7-difluoronaphthalene